4-[4-amino-2-(ethoxymethyl)-1-methyl-imidazo[4,5-c]quinolin-9-yl]oxy-2-methyl-2-butanol NC1=NC=2C=CC=C(C2C2=C1N=C(N2C)COCC)OCCC(C)(O)C